Ethyl 3-amino-7-chlorothieno[2,3-C]pyridine-2-carboxylate NC1=C(SC2=C(N=CC=C21)Cl)C(=O)OCC